C1(CCCCC1)N(C(=O)C1=CC2=CC=C(C=C2C=C1)C(=O)O)C1CCCCC1 2,6-naphthalinedicarboxylic acid dicyclohexylamide